ethanimidamide hydrochloride Cl.C(C)(N)=N